C(CCCCCCC)C1=CC=C(C=N1)NC=1C=NC(=CC1)CCCCCCCC 6-octyl-N-(6-octyl-3-pyridinyl)-3-Pyridinamine